C1(CC1)COC1=C(C=CC(=N1)C(=O)N[C@H](CO)C)N1CCCC1 (S)-6-(cyclopropylmethoxy)-N-(1-hydroxypropan-2-yl)-5-(pyrrolidin-1-yl)pyridineamide